(4-(4-cyclopropyl-1H-imidazol-1-yl)pyridin-2-yl)-6-(4-isopropyl-4H-1,2,4-triazol-3-yl)pyridine-2-carboxamide C1(CC1)C=1N=CN(C1)C1=CC(=NC=C1)C=1C(=NC(=CC1)C1=NN=CN1C(C)C)C(=O)N